N-(3-((1s,3s)-3-(cyanomethyl)-1-(4-methyl-4H-1,2,4-triazol-3-yl)cyclobutyl)phenyl)-7-((ethylamino)methyl)-3,3-dimethyl-2,3-dihydrofuro[3,2-b]pyridine-5-carboxamide C(#N)CC1CC(C1)(C1=NN=CN1C)C=1C=C(C=CC1)NC(=O)C1=CC(=C2C(=N1)C(CO2)(C)C)CNCC